ClC=1C=CC2=C([C@@H](C[C@H](O2)C(=O)N[C@@H]2[C@H]3C[C@@H]([C@@H](C2)O3)NC(COC3=CC(=C(C=C3)Cl)F)=O)O)C1 |&1:13,14,16,17| (2S,4R)-6-chloro-N-{(1RS,2SR,4RS,5SR)-5-[2-(4-chloro-3-fluorophenoxy)acetamido]-7-oxabicyclo[2.2.1]heptan-2-yl}-4-hydroxy-3,4-dihydro-2H-1-benzopyran-2-carboxamide